bis(carboxymethoxy)-7,7'-diphenyl-1,1'-binaphthyl C(=O)(O)COC=1C(=C(C2=CC(=CC=C2C1)C1=CC=CC=C1)C1=CC=CC2=CC=C(C=C12)C1=CC=CC=C1)OCC(=O)O